CN(C(=O)N)CCCC N-methyl-N-butyl-urea